N1N=CC2=C(C3=C(C=C12)C=CC=C3)C3=C(C=1N=C(N=C(C1C=N3)N3C[C@@](CCC3)(O)C)OC[C@@]31CCCN1C[C@@H](C3)F)F (3R)-1-(7-(1H-benzo[f]indazol-4-yl)-8-fluoro-2-(((2R,7aR)-2-fluorotetrahydro-1H-pyrrolizin-7a(5H)-yl)methoxy)pyrido[4,3-d]pyrimidin-4-yl)-3-methylpiperidin-3-ol